C(C)(C)(C)OC(=O)NC(CCC(CCC(C(=O)OC)(C)C1=CC(=CC=C1)I)C)CO Methyl 8-((tert-butoxycarbonyl)amino)-9-hydroxy-2-(3-iodophenyl)-2,5-dimethylnonanoate